C1(=CC=C(C=C1)C=1C2=CC=C(N2)C(=C2C=CC(C(=C3C=CC(=C(C=4C=CC1N4)C4=CC=C(C=C4)C)N3)C3=CC=C(C=C3)C)=N2)C2=CC=C(C=C2)C)C 5,10,15,20-tetrakis(p-tolyl)porphyrin